(3R,4R) and (3S,4S)-2-(4-(tert-butyl)-3-chlorophenyl)-3-(2,3-dihydrobenzo[b][1,4]dioxin-6-yl)-N-hydroxy-1-oxa-1,2,3,4-tetrahydroisoquinoline-4-carboxamide C(C)(C)(C)C1=C(C=C(C=C1)N1OC2=CC=CC=C2[C@H]([C@@H]1C1=CC2=C(OCCO2)C=C1)C(=O)NO)Cl |r|